ClCCS(=O)(=O)C1=NN=C(S1)NC(C1=C(C=CC=C1)C(F)(F)F)=O N-(5-((2-chloroethyl)sulfonyl)-1,3,4-thiadiazole-2-yl)-2-(trifluoromethyl)benzamide